N-[(3R,4S)-1-{5-[3-(2,6-difluorophenyl)-5-fluoropyridin-2-yl]-5-(fluoromethyl)-4,5-dihydro-1,2-oxazol-3-yl}-4-fluoropyrrolidin-3-yl]methanesulfonamide FC1=C(C(=CC=C1)F)C=1C(=NC=C(C1)F)C1(CC(=NO1)N1C[C@H]([C@H](C1)F)NS(=O)(=O)C)CF